3-(Methylthio)propanoic acid CSCCC(=O)O